CC=1C=C(C=NC1)C=1C=C(C=CC1)C1=NC(=NO1)C1N(CCC1)C#N 2-(5-(3-(5-Methylpyridin-3-yl)phenyl)-1,2,4-oxadiazol-3-yl)pyrrolidine-1-carbonitrile